2'-chloro-N-(5-(3-methylbutyl)-1,3,4-thiadiazol-2-yl)-5'-methoxy-6-methyl-(4,4'-bipyridine)-3-carboxamide ClC1=NC=C(C(=C1)C1=C(C=NC(=C1)C)C(=O)NC=1SC(=NN1)CCC(C)C)OC